ClC=1C=CC(=C(C1)C1=NNC=C1C1=NC2=CC(=CN=C2C=C1)N1C[C@@H](N(CC1)C)COC)F |r| 2-[3-(5-chloro-2-fluoro-phenyl)-1H-pyrazol-4-yl]-7-[rac-(3R)-3-(methoxymethyl)-4-methyl-piperazin-1-yl]-1,5-naphthyridine